CC=1N=C2N(C=C(N=C2C2=CC=C(C=C2)C(F)(F)F)CNC(C=C)=O)C1 N-((2-methyl-8-(4-(trifluoromethyl)phenyl)imidazo[1,2-a]pyrazin-6-yl)methyl)acrylamide